BrC1=CC(=C(C=C1OC)C1=NN=CN1C)F 3-(4-bromo-2-fluoro-5-methoxyphenyl)-4-methyl-4H-1,2,4-triazole